di(trimethyl-benzylidene)sorbitol tert-butyl-4-[6-(2,4-dioxo-1,3-diazinan-1-yl)-1-methyl-1H-pyrrolo[3,2-b]pyridin-2-yl]piperidine-1-carboxylate C(C)(C)(C)C1N(CCC(C1)C1=CC2=NC=C(C=C2N1C)N1C(NC(CC1)=O)=O)C(=O)O.CC=1C(=C(C(C)=C([C@H]([C@H]([C@@H]([C@H](C(O)=C(C2=C(C(=CC=C2)C)C)C)O)O)O)O)O)C=CC1)C